O=S1OCC(O1)COS(=O)OCC1OS(OC1)=O bis((2-oxido-1,3,2-dioxathiolan-4-yl)methyl)sulfite